N1C(=NC2=C1C=CC=C2)C(=O)OCC ethyl 1H-benzo[d]imidazole-2-carboxylate